N-(1-(4-bromophenyl)-2,2-difluoroethyl)-2-methylpropane-2-sulfinamide BrC1=CC=C(C=C1)C(C(F)F)NS(=O)C(C)(C)C